NC[C@@H](C)NC(C1=C(C=C(C=C1C)NC=1C=2N(C=CN1)C(=CN2)C=2C(=NN(C2)CC#C)C(F)(F)F)F)=O (R)-N-(1-aminopropan-2-yl)-2-fluoro-6-methyl-4-((3-(1-(prop-2-yn-1-yl)-3-(trifluoromethyl)-1H-pyrazol-4-yl)imidazo[1,2-a]pyrazin-8-yl)amino)benzamide